N-(5-chloro-6-(2H-1,2,3-triazol-2-yl)pyridin-3-yl)-1-(2-(tetrahydrofuran-2-yl)quinolin-5-yl)-5-(trifluoromethyl)-1H-pyrazole-4-carboxamide ClC=1C=C(C=NC1N1N=CC=N1)NC(=O)C=1C=NN(C1C(F)(F)F)C1=C2C=CC(=NC2=CC=C1)C1OCCC1